FC1=CC=C2C=C(C=C(C2=C1F)C1=C(C=2N=C(N=C(C2C=N1)N1CC2CCC(C1)N2C(=O)OC(C)(C)C)OCC2(CC2)C=O)F)OCOC tert-butyl 3-[7-[7,8-difluoro-3-(methoxymethoxy)-1-naphthyl]-8-fluoro-2-[(1-formylcyclopropyl)methoxy]pyrido[4,3-d]pyrimidin-4-yl]-3,8-diazabicyclo[3.2.1]octane-8-carboxylate